N=S1(CCN(CC1)C(=O)OC(C)(C)C)=O tert-Butyl 1-imino-1λ6-thiomorpholine-4-carboxylate 1-oxide